nonyl 8-((5-((4,4-bis(((Z)-oct-5-en-1-yl)oxy)butanoyl)oxy)pentyl)(3-hydroxypropyl)amino)octanoate C(CCC\C=C/CC)OC(CCC(=O)OCCCCCN(CCCCCCCC(=O)OCCCCCCCCC)CCCO)OCCCC\C=C/CC